1,6-dimethylphenol sodium [Na].CC1(CC=CC=C1C)O